N-(4-(7-(cyclopentyloxy)-8-fluoro-1,3,4,5-tetrahydro-2H-benzo[c]azepin-2-yl)-2,6-dimethylphenyl)-3,3-dimethylbutyramide C1(CCCC1)OC1=CC2=C(CN(CCC2)C2=CC(=C(C(=C2)C)NC(CC(C)(C)C)=O)C)C=C1F